C(C)(C)C1=CC2=C(C=CC=C(C2=C1)C)C 2-iso-Propyl-4,8-dimethylazulen